2-allyl-6-chloro-1,2-dihydro-3H-indazol-3-one C(C=C)N1NC2=CC(=CC=C2C1=O)Cl